CC1=C2C(=CNC2=C(C=C1)[N+](=O)[O-])C(F)(F)F 4-methyl-7-nitro-3-(trifluoromethyl)-1H-indole